C(C)OC1=C(C(=CC(=C1)OCC)O)C(\C=C\C1=CC=C(C=C1)OC)=O (E)-1-(2,4-Diethoxy-6-hydroxyphenyl)-3-(4-methoxyphenyl)prop-2-en-1-one